C(C)(=O)N1CC(C1)N1C(C2=CC=C(C=C2C1=O)N)=O 2-(1-acetylazetidin-3-yl)-5-aminoisoindoline-1,3-dione